O[NH+]=C(C(=O)OCC)C#N ethyl (hydroxyiminio)cyanoacetate